3-(dimethylamino)-1-methyl-1H-pyrazole-4-carboxylic acid CN(C1=NN(C=C1C(=O)O)C)C